2-bromo-N-[(trans)-4-(2-methoxyethoxy)cyclohexyl]quinoline-4-carboxamide BrC1=NC2=CC=CC=C2C(=C1)C(=O)N[C@@H]1CC[C@H](CC1)OCCOC